1-(3-chlorophenyl-ethyl)-3-((4-(methylsulfonyl)phenoxy)methyl)piperazine ClC=1C=C(C=CC1)CCN1CC(NCC1)COC1=CC=C(C=C1)S(=O)(=O)C